(R)-tert-butyl 3-(ethoxymethyl)-4-methylpiperazine-1-carboxylate C(C)OC[C@H]1CN(CCN1C)C(=O)OC(C)(C)C